C1(CC1)CN[C@H]1CN(CCC1)C=1N=NC(=CC1)CN1N=NC(=C1)C1=C2C=NNC2=CC(=C1)OC (3R)-N-(cyclopropylmethyl)-1-(6-((4-(6-methoxy-1H-indazol-4-yl)-1H-1,2,3-triazol-1-yl)methyl)pyridazin-3-yl)piperidin-3-amine